(S)-3-cyclopropyl-3-(5-(3-((4-(trifluoromethyl)phenyl)amino)pyridin-2-yl)-1,3,4-oxadiazol-2-yl)pyrrolidin-2-one C1(CC1)[C@]1(C(NCC1)=O)C=1OC(=NN1)C1=NC=CC=C1NC1=CC=C(C=C1)C(F)(F)F